NC12CC(C1)(C2)O 3-amino-bicyclo[1.1.1]pentan-1-ol